C1(CC1)C1=CC(=NN1)NC(CC=1C=NN(C1)C1=CN=C(S1)C)=O N-(5-cyclopropyl-1H-pyrazol-3-yl)-2-[1-(2-methyl-1,3-thiazol-5-yl)-1H-pyrazol-4-yl]acetamide